C(C)OC(=O)C1CC(=NO1)CC 3-Ethyl-4,5-dihydroisoxazole-5-carboxylic acid ethyl ester